FC1=CC=C(C=C1)N1C(N(C=C(C1=O)C(=O)O)CCOC)=O 3-(4-fluorophenyl)-1-(2-methoxyethyl)-2,4-dioxo-1,2,3,4-tetrahydropyrimidine-5-carboxylic acid